3-amino-2-cyclohexen-1-thione NC1=CC(CCC1)=S